4-chloro-7-[(3aR,4R,6R,6aR)-2,2-dimethyl-6-[(1R)-7-chloro-1,3,4,5-tetrahydro-2-benzoxepin-1-yl]-3a,4,6,6a-tetrahydrofuro[3,4-d][1,3]dioxol-4-yl]pyrrolo[2,3-d]pyrimidine ClC=1C2=C(N=CN1)N(C=C2)[C@@H]2O[C@@H]([C@H]1OC(O[C@H]12)(C)C)[C@@H]1OCCCC2=C1C=CC(=C2)Cl